Cl.ClC=1C=C(C=CC1Cl)CCN 2-(3,4-dichlorophenyl)ethylamine hydrochloride